O1C=C(C2=C1C=CC=C2)CCO 2-(benzofuran-3-yl)ethanol